2-bromo-3,6-difluoro-pyridine BrC1=NC(=CC=C1F)F